5-hexene CCCCC=C